3-chloro-N-tert-butyl-β-keto-α-methylphenethylamine ClC=1C=C(C(C(C)NC(C)(C)C)=O)C=CC1